OC1(C(=O)O)CC(O)C(O)C(O)C1 1-hydroxyhexahydrogallic acid